2-((tert-butoxycarbonyl)(ethyl)amino)-4-chlorobenzoic acid C(C)(C)(C)OC(=O)N(C1=C(C(=O)O)C=CC(=C1)Cl)CC